1,3-dimethyl-6-nitro-1H-imidazo[4,5-b]pyridin-2(3H)-one CN1C(N(C2=NC=C(C=C21)[N+](=O)[O-])C)=O